CC1=C(N=CC(=N1)C1=CNC2=C(C=CC=C12)C#N)NC1CN(CC1)C 3-[6-methyl-5-[(1-methylpyrrolidin-3-yl)amino]pyrazin-2-yl]-1H-indole-7-carbonitrile